BrC1=C(C=CC=C1N1C2=CC=C(C=C2C=2C=C(C=CC12)C(C)(C)C)C(C)(C)C)N1C2=CC=CC=C2C2=CC=C3C(=C12)C=CC=C3 11-(2-bromo-3-(3,6-di-tert-butyl-9H-carbazol-9-yl)phenyl)-11H-benzo[a]carbazole